4-((1-(((1-Aminoisoquinolin-5-yl)amino)methyl)-2-(4,5-dihydrooxazol-2-yl)-2-azabicyclo[2.1.1]hexan-4-yl)methoxy)-1,6-dimethylpyridin-2(1H)-one NC1=NC=CC2=C(C=CC=C12)NCC12N(CC(C1)(C2)COC2=CC(N(C(=C2)C)C)=O)C=2OCCN2